(S)-3-(3-methylmorpholino)benzene-1,2-diamine C[C@H]1COCCN1C1=C(C(=CC=C1)N)N